C1(=CC=CC=C1)P(C1=CC=CC=C1)(C1=CC=CC=C1)=O triphenylphosphine oxid